(S)-N-(2-(3,4-dimethylpiperazin-1-yl)-4-fluoro-5-(1,2,3,6-tetrahydropyridin-4-yl)phenyl)-4-fluoro-2-(trifluoromethyl)benzamide C[C@H]1CN(CCN1C)C1=C(C=C(C(=C1)F)C=1CCNCC1)NC(C1=C(C=C(C=C1)F)C(F)(F)F)=O